ClC=1C(=NC=CC1S)N1C(CCC1)CO (1-(3-chloro-4-mercaptopyridin-2-yl)pyrrolidin-2-yl)methanol